BrC1=CC=C2C(=NN(C2=C1)C)N 6-bromo-1-methyl-indazol-3-amine